4-[2-(N-(4-fluorophenyl)anilino)-2-oxo-ethyl]-1-[(4-fluorophenyl)-methyl-carbamoyl]piperidine-4-carboxylic acid FC1=CC=C(C=C1)N(C1=CC=CC=C1)C(CC1(CCN(CC1)C(N(C)C1=CC=C(C=C1)F)=O)C(=O)O)=O